N-phenyl-sulfonyl-proline C1(=CC=CC=C1)S(=O)(=O)N1[C@@H](CCC1)C(=O)O